(E)-3-cyclopropyl-1-(pyridin-2-yl)prop-2-en-1-one (±)-tert-butyl-N-[3-[(trans-2-cyanocyclopropanecarbonyl)amino]-7-methyl-6-(4-methyl-3-pyridyl)-8-isoquinolyl]carbamate C(C)(C)(C)OC(NC=1C(=C(C=C2C=C(N=CC12)NC(=O)[C@H]1[C@@H](C1)C#N)C=1C=NC=CC1C)C)=O.C1(CC1)/C=C/C(=O)C1=NC=CC=C1 |r|